COC=1C=C(C=CC1)CCS(=O)(=O)NC1=C(N=CS1)C(=O)O 5-{[2-(3-methoxyphenyl)ethyl]sulfonylamino}-1,3-thiazole-4-carboxylic acid